C1(=CCCCC1)C=1C=CC(=[N+](C1)[O-])C(N[C@H]1CS(C=C1)(=O)=O)=O (R)-5-(cyclohex-1-en-1-yl)-2-((1,1-dioxido-2,3-dihydrothiophen-3-yl)carbamoyl)pyridine 1-oxide